1-ethyl-4-butyl-5-methylpiperazine C(C)N1CCN(C(C1)C)CCCC